2-((4-((R)-2-(4-chloro-2-fluorophenyl)-2H-benzo[B][1,4]oxazin-8-yl)piperidin-1-yl)methyl)-1-(((S)-oxabutan-2-yl)methyl)-1H-benzo[d]imidazole-6-carboxylic acid ClC1=CC(=C(C=C1)[C@@H]1C=NC2=C(O1)C(=CC=C2)C2CCN(CC2)CC2=NC1=C(N2C[C@@H](O)CC)C=C(C=C1)C(=O)O)F